2-((2-((2-fluorophenyl)thio)phenyl)-2-oxoethyl)-1-naphthamide FC1=C(C=CC=C1)SC1=C(C=CC=C1)C(CC1=C(C2=CC=CC=C2C=C1)C(=O)N)=O